(R)-3-hydroxy-3-(3-(3-(4-methoxy-1-methyl-1H-pyrazolo[3,4-b]pyridin-6-yl)phenyl)isoxazol-5-yl)-1-methylpyrrolidin-2-one O[C@@]1(C(N(CC1)C)=O)C1=CC(=NO1)C1=CC(=CC=C1)C1=CC(=C2C(=N1)N(N=C2)C)OC